C(C)(C)(C)OC(N[C@H]1C/C=C/[C@H](C(NC=2C=NN(C2C=2C=CN=C1C2)C)=O)C)=O.N(=C=O)C2(C(CCC2)N=C=O)C 1-isocyanato-2-isocyanato-methyl-cyclopentane tert-butyl-N-[(9R,10E,13S)-3,9-dimethyl-8-oxo-3,4,7,15-tetraazatricyclo[12.3.1.02,6]octadeca-1(18),2(6),4,10,14,16-hexaen-13-yl]carbamate